1-(3-cyano-4-ethoxy-phenyl)-imidazole-4-carboxylic acid ethyl ester C(C)OC(=O)C=1N=CN(C1)C1=CC(=C(C=C1)OCC)C#N